ClC1=NC(=CC=C1N)C([2H])([2H])[2H] 2-chloro-6-(methyl-d3)pyridin-3-amine